6-(1-((2R,5S)-2,5-diethylpiperazin-1-yl)ethyl)-2-(difluoromethyl)thieno[2,3-b]pyridine C(C)[C@H]1N(C[C@@H](NC1)CC)C(C)C1=CC=C2C(=N1)SC(=C2)C(F)F